N-butyl-1-(o-tolyl)-N-(o-tolyl(4-(tributylsilyl)phenyl)phosphaneyl)-1-(4-(tributylsilyl)phenyl)phosphanamine C(CCC)N(P(C1=CC=C(C=C1)[Si](CCCC)(CCCC)CCCC)C1=C(C=CC=C1)C)P(C1=CC=C(C=C1)[Si](CCCC)(CCCC)CCCC)C1=C(C=CC=C1)C